N-(4-benzylsulfanyl-2-methyl-phenyl)-4-(1-methylpyrazol-4-yl)-5-(trifluoromethyl)pyrimidin-2-amine C(C1=CC=CC=C1)SC1=CC(=C(C=C1)NC1=NC=C(C(=N1)C=1C=NN(C1)C)C(F)(F)F)C